COC=1C=C(C=CC1C=1C=NNC1)N1C(C2(CC1)CCN(CC2)C(=O)C2=CC1=C(N(C=N1)C)C=C2)=O 2-[3-methoxy-4-(1H-pyrazol-4-yl)phenyl]-8-(1-methyl-1H-1,3-benzoDiazole-5-carbonyl)-2,8-diazaspiro[4.5]Decan-1-one